3-(2,2,2-trifluoroethoxy)-1H-pyrazole FC(COC1=NNC=C1)(F)F